C1COCC[N+]12CCCC(C2)O 3-oxa-6-azoniaspiro[5.5]undecan-10-ol